6-(Benzyloxy)-4-ethynylpyridin C(C1=CC=CC=C1)OC1=CC(=CC=N1)C#C